C1(CCCC1)[C@@H](CC#N)N1N=CC(=C1)C1=NC(=NC=C1C)NC=1C=NN(C1)CC1COC1 (R)-3-cyclopentyl-3-(4-(5-methyl-2-((1-(oxetan-3-ylmethyl)-1H-pyrazol-4-yl)amino)pyrimidin-4-yl)-1H-pyrazol-1-yl)propanenitrile